5-(4-methyl-2H-1,2,3-triazol-2-yl)-2-(5-(((1R,3r,5S)-1,5,8-trimethyl-8-azabicyclo[3.2.1]oct-6-en-3-yl)oxy)-1,3,4-thiadiazol-2-yl)phenol CC1=NN(N=C1)C=1C=CC(=C(C1)O)C=1SC(=NN1)OC1C[C@@]2(C=C[C@](C1)(N2C)C)C